(3-(methylsulfonyl)propyl)carbamic acid tert-butyl ester C(C)(C)(C)OC(NCCCS(=O)(=O)C)=O